methyl-4-(4-bromophenyl)-4-(hydroxyimino)butanoate COC(CCC(=NO)C1=CC=C(C=C1)Br)=O